C(C)(=O)C1=CN(C2=CC=CC=C12)CC(=O)O 2-(3-acetyl-1H-indol-1-yl)acetic acid